CC(CCOC=1C=C(C=C(C1)F)C1=C(N=C(S1)N)C1=C(C=CC=C1C)C)(C)C 5-[3-(3,3-dimethylbutoxy)-5-fluoro-phenyl]-4-(2,6-dimethylphenyl)thiazol-2-amine